(1R,3S,5R)-2-(2-(3-acetyl-7-methyl-5-(2-methylpyrimidin-5-yl)-1H-indazol-1-yl)acetyl)-N-((R)-1-cyclohexylethyl)-5-methyl-2-azabicyclo[3.1.0]hexane-3-carboxamide C(C)(=O)C1=NN(C2=C(C=C(C=C12)C=1C=NC(=NC1)C)C)CC(=O)N1[C@@H]2C[C@@]2(C[C@H]1C(=O)N[C@H](C)C1CCCCC1)C